trans-tert-butyl N-[4-(4-benzylpiperazin-1-yl)cyclohexyl]-N-methyl-carbamate C(C1=CC=CC=C1)N1CCN(CC1)[C@@H]1CC[C@H](CC1)N(C(OC(C)(C)C)=O)C